[Y+3].[O-2].[Y+3].[O-2].[O-2] Yttrium Oxide Yttrium